(3R)-3-methyl-4-{3-[3-methyl-1-(oxan-2-yl)-1H-pyrazol-5-yl]-7-(4-methyl-1H-1,2,3-triazol-1-yl)-[1,2]thiazolo[4,5-b]pyridin-5-yl}morpholine C[C@H]1N(CCOC1)C1=CC(=C2C(=N1)C(=NS2)C2=CC(=NN2C2OCCCC2)C)N2N=NC(=C2)C